3-hydroxy-3-methylbutyl-4-(isopropylamino)6-(pyridin-3-yl)-1,5-naphthyridine-3-carboxamide OC(CCC1=NC2=CC=C(N=C2C(=C1C(=O)N)NC(C)C)C=1C=NC=CC1)(C)C